NC=1C(=NC(=NC1N(CC1=CC=C(C=C1)OC)CC1=CC=C(C=C1)OC)OCCCC)C=O 5-amino-6-(bis(4-methoxybenzyl)amino)-2-butoxypyrimidine-4-carbaldehyde